5-(4H-1,2,4-triazol-4-yl)isophthalic acid N=1N=CN(C1)C=1C=C(C=C(C(=O)O)C1)C(=O)O